tert-butyl(1-fluoro-4-hydroxynaphthalen-2-yl) carbamate C(N)(OC1=C(C2=CC=CC=C2C(=C1C(C)(C)C)O)F)=O